mono-propyl citraconate C(\C(\C)=C/C(=O)[O-])(=O)OCCC